BrC1=C(C=CC=C1)C1=NC(=NO1)C1=CC2=C(N(N=N2)C2CCCCC2)C=C1 5-(2-bromophenyl)-3-(1-cyclohexyl-1H-benzo[d][1,2,3]triazol-5-yl)-1,2,4-oxadiazole